N-((7-(5-(difluoromethyl)-1,3,4-oxadiazol-2-yl)imidazo[1,2-a]pyridin-2-yl)methyl)-N-phenyl-4-(pyrimidin-2-yl)piperazine-1-sulfonamide FC(C1=NN=C(O1)C1=CC=2N(C=C1)C=C(N2)CN(S(=O)(=O)N2CCN(CC2)C2=NC=CC=N2)C2=CC=CC=C2)F